2,6-dichloro-4-((1R,3R)-3-methyl-1-(4-methyl-4H-1,2,4-triazol-3-yl)cyclobutyl)pyridine ClC1=NC(=CC(=C1)C1(CC(C1)C)C1=NN=CN1C)Cl